N[C@H](C(=O)N[C@H](C(=O)O)CC1=NC2=C(N1CC)C=CC(=C2)N(CCCl)CCCl)CC(C)C (2S)-2-[[(2S)-2-amino-4-methyl-pentanoyl]amino]-3-[5-[bis(2-chloroethyl)amino]-1-ethyl-benzimidazol-2-yl]propanoic acid